ClC1=CC=C(C(=C1)NCC)N 5-chloro-1-N-ethylbenzene-1,2-diamine